bis(2-hydroxydodecyl)1,2-Dimethyl-3-aminopropane OC(CC(C(CN)C)(C)CC(CCCCCCCCCC)O)CCCCCCCCCC